SCCC(=O)OCCCCOC(CCS)=O butylene glycol bis(3-mercaptopropionate)